methyl 4'-chloro-4-methoxy-[1,1'-biphenyl]-3-carboxylate ClC1=CC=C(C=C1)C1=CC(=C(C=C1)OC)C(=O)OC